N-(aminoethyl)γ-aminopropylmethyldimethoxysilane NCCNCCC[Si](OC)(OC)C